C(C)(C)(C)OOC(C)(C)C tert-Butyl peroxid